[Li+].ClC1=CC=C(S1)C(=O)[O-] 5-chlorothiophene-2-carboxylic acid, lithium salt